2-methyl-4-[1-(4-methylbenzenesulfonyl)-4-(trifluoromethyl)-1H-pyrrolo[3,2-c]pyridin-3-yl]-6-{[(1r,4r)-4-(trifluoromethyl)cyclohexyl]-oxy}pyrimidine CC1=NC(=CC(=N1)C1=CN(C2=C1C(=NC=C2)C(F)(F)F)S(=O)(=O)C2=CC=C(C=C2)C)OC2CCC(CC2)C(F)(F)F